C1(CC1)C1=NC(=NN1)NC=1SC(=C(N1)C=1C=C(C#N)C=CC1)C1=CC(=NC=C1)C 3-{2-[(5-Cyclopropyl-1H-1,2,4-Triazol-3-Yl)Amino]-5-(2-Methylpyridin-4-Yl)-1,3-Thiazol-4-Yl}Benzonitrile